(2S)-2-methylazetidin [(1R,2S)-7,7-dimethyl-2-oxo-norbornan-1-yl]methanesulfonate CC1(C2CC([C@]1(CC2)CS(=O)(=O)O)=O)C.C[C@@H]2NCC2